tert-butyl (3aR,4S,5S,6aR)-5-(tert-butylcarbamoyl)-5-(N-methylacetamido)-4-(3-(4,4,5,5-tetramethyl-1,3,2-dioxaborolan-2-yl)propyl)hexahydrocyclopenta[c]pyrrole-2(1H)-carboxylate C(C)(C)(C)NC(=O)[C@]1([C@H]([C@H]2[C@H](CN(C2)C(=O)OC(C)(C)C)C1)CCCB1OC(C(O1)(C)C)(C)C)N(C(C)=O)C